N1(CCOCC1)C1=NC=CC(=C1)NC=1N=CC2=C(N1)CNCC2 2-(morpholin-4-yl)-N-{5H,6H,7H,8H-pyrido[3,4-d]pyrimidin-2-yl}pyridin-4-amine